2-Fluoro-6-methylbenzensulfonylchlorid FC1=C(C(=CC=C1)C)S(=O)(=O)Cl